NCC[C@@](N)(CCCNC(N)=N)C(=O)O 2-(2-aminoethyl)-D-arginine